4-(3-(1,1-dioxido-4-oxo-1,2,5-thiadiazolidin-2-yl)-2-fluoro-4-hydroxyphenyl)-2,5-dihydro-1H-pyrrole-1-carboxylate O=S1(N(CC(N1)=O)C=1C(=C(C=CC1O)C1=CCN(C1)C(=O)[O-])F)=O